2,5-bis(tert-butylperoxy)-2,5-dimethylcyclohexane C(C)(C)(C)OOC1(CCC(CC1)(C)OOC(C)(C)C)C